5-(4,6-dicyclopropylpyrimidin-5-yl)-3-[[4-[1-methyl-4-(trifluoromethyl)imidazol-2-yl]phenyl]methyl]-1H-pyrazolo[4,3-d]pyrimidine C1(CC1)C1=NC=NC(=C1C=1N=CC2=C(N1)C(=NN2)CC2=CC=C(C=C2)C=2N(C=C(N2)C(F)(F)F)C)C2CC2